Isooctyl-α-cyano-β,β-diphenylacrylat C(CCCCC(C)C)OC(C(=C(C1=CC=CC=C1)C1=CC=CC=C1)C#N)=O